[(dimethylfluorenyl)phenyltriazinyl](dimethylfluorenyl)terbenzene (R)-1-(2-chlorophenyl)ethyl-(5-(5-(hydroxymethyl)-6-methylpyridin-2-yl)-3-methylisoxazol-4-yl)carbamate ClC1=C(C=CC=C1)[C@@H](C)N(C(O)=O)C=1C(=NOC1C1=NC(=C(C=C1)CO)C)C.CC=1C(=C(C=2CC3=CC=CC=C3C2C1)C1=C(C(=NN=N1)C=1C(=C(C=CC1)C=1C(=CC=CC1)C1=CC=CC=C1)C1=C(C(=CC=2C3=CC=CC=C3CC12)C)C)C1=CC=CC=C1)C